C[C@]12[C@H]3CC[C@]4(CCC[C@H]4[C@@H]3C(C=C2C[C@H](CC1)OC(C(=O)O)=O)[C@H](C)CCCC(C)C)C 2-(((3S,8S,9S,10R,13R,14S,17R)-10,13-Dimethyl-l-7-((R)-6-methylheptan-2-yl)-2,3,4,7,8,9,10,11,12,13,14,15,16,17-tetradecahydro-1H-cyclopenta[a]phenanthren-3-yl)oxy)-2-oxoacetic acid